ClC1=C(C=C(C=C1)[C@H](NC(=O)[C@@H]1N([C@@H]2C[C@@H]2C1)C(=O)C1=CC(=NC=C1)S(=O)(=O)C)C1CC1)F (1R,3R,5R)-N-((R)-(4-chloro-3-fluorophenyl)(cyclopropyl)methyl)-2-((2-(methylsulfonyl)-4-pyridinyl)carbonyl)-2-azabicyclo[3.1.0]hexane-3-carboxamide